4,4-Bis(2-sulfostyryl)biphenyl disodium [Na].[Na].S(=O)(=O)(O)C1=C(C=CC2(CC=C(C=C2)C2=CC=CC=C2)C=CC2=C(C=CC=C2)S(=O)(=O)O)C=CC=C1